francium dodecylsulfonate C(CCCCCCCCCCC)S(=O)(=O)[O-].[Fr+]